C(C)(C)(C)OC(=O)N(C1(CCC1)C(=O)O)C 1-((tert-butoxycarbonyl)(methyl)amino)cyclobutane-1-carboxylic acid